ClC1=NC=2N(C(=C1)N(C(OC(C)(C)C)=O)C1=CC(=CC(=C1)F)C(F)(F)F)N=CC2C2CCC2 tert-butyl (5-chloro-3-cyclobutylpyrazolo[1,5-a]pyrimidin-7-yl)(5-fluoro-3-trifluoromethylphenyl)carbamate